S(=O)(=O)(C1=CC=C(C)C=C1)OCCCCOCCC(=O)OC(C)(C)C tert-butyl 3-(4-(tosyloxy)butoxy)propanoate